pentaerythritol tetra-[beta-(3,5-di-tert-butyl-4-hydroxyphenyl) propionate] C(C)(C)(C)C=1C=C(C=C(C1O)C(C)(C)C)CCC(=O)OCC(COC(CCC1=CC(=C(C(=C1)C(C)(C)C)O)C(C)(C)C)=O)(COC(CCC1=CC(=C(C(=C1)C(C)(C)C)O)C(C)(C)C)=O)COC(CCC1=CC(=C(C(=C1)C(C)(C)C)O)C(C)(C)C)=O